4-(2,6-dichlorobenzamido)-N-(1-(2-((2,6-dioxopiperidin-3-yl)amino)benzyl)piperidin-4-yl)-1H-pyrazole-3-carboxamide ClC1=C(C(=O)NC=2C(=NNC2)C(=O)NC2CCN(CC2)CC2=C(C=CC=C2)NC2C(NC(CC2)=O)=O)C(=CC=C1)Cl